C(C#C)OC(=O)C1=NC(=C(C(=C1Cl)N)F)C1=CC=C2C=CNC2=C1F 4-amino-3-chloro-5-fluoro-6-(7-fluoro-1H-indol-6-yl)pyridine-2-carboxylic acid propargyl ester